ClC1=C(C=C(OCC(=O)NC23C[C@@H](C(CC2)(CC3)NC(=O)[C@@H]3COC2=C(O3)C=CC=C2)O)C=C1)F (2S)-N-{(2S)-4-[2-(4-chloro-3-fluorophenoxy)acetamido]-2-hydroxybicyclo[2.2.2]oct-1-yl}-2,3-dihydro-1,4-benzodioxin-2-carboxamide